methyl (3S)-4-[2-(4-bromoindazol-2-yl)ethyl]morpholine-3-carboxylate BrC=1C2=CN(N=C2C=CC1)CCN1[C@@H](COCC1)C(=O)OC